FC1=C(C(=CC=C1)OC)C1=C(C=NC(=C1)C)C(=O)NC1=NN=C(S1)C(=O)OCC ethyl 5-[4-(2-fluoro-6-methoxyphenyl)-6-methylpyridine-3-amido]-1,3,4-thiadiazole-2-carboxylate